CC1=NC(=CC(=C1)C=1NC2=CC=C(C=C2C1C(C)C)C1CCN(CC1)C(CN(CCO)CC)=O)C 1-(4-(2-(2,6-dimethylpyridin-4-yl)-3-isopropyl-1H-indol-5-yl)piperidin-1-yl)-2-(ethyl-(2-hydroxyethyl)amino)ethan-1-one